Cl.N[C@H]1CN(CCC1)C(=O)C1=CC2=C(N(C(=N2)C=2N(C3=CC=C(C=C3C2)F)CC)C)C=C1 (R)-(3-Aminopiperidin-1-yl)(2-(1-ethyl-5-fluoro-1H-indol-2-yl)-1-methyl-1H-benzo[d]imidazol-5-yl)methanone, hydrochloride salt